Natrium-Kalium-Magnesium [Mg].[K].[Na]